PerfluoroDiazirine FN1N=C1F